COC=1C=C(C=CC1OC)C1=CC=NC=2N1N=C(C2)N 7-(3,4-dimethoxyphenyl)pyrazolo[1,5-a]pyrimidin-2-amine